3-[(1S)-1-hydroxyethyl]benzonitrile O[C@@H](C)C=1C=C(C#N)C=CC1